C(N1C(OC2=C1C=C(C=C2)B2OC(C(O2)(C)C)(C)C)=O)([2H])([2H])[2H] 3-(methyl-d3)-5-(4,4,5,5-tetramethyl-1,3,2-dioxaborolan-2-yl)benzo[d]oxazol-2(3H)-one